4-(2-Azaspiro[3.3]heptan-6-ylmethyl)-2-(trifluoromethoxy)benzamide C1NCC12CC(C2)CC2=CC(=C(C(=O)N)C=C2)OC(F)(F)F